N-(1-(3,4-bis(benzyloxy)phenyl)-5,8,11-trioxa-2-azatridecan-13-yl)-4-phenylbutanamide C(C1=CC=CC=C1)OC=1C=C(C=CC1OCC1=CC=CC=C1)CNCCOCCOCCOCCNC(CCCC1=CC=CC=C1)=O